2-(3-((benzyloxy)methyl)-4-ethyl-5-oxo-4,5-dihydro-1H-1,2,4-triazol-1-yl)-8-bromo-3-fluoro-6-(2-(trifluoromethyl)phenyl)-1,6-naphthyridin-5(6H)-one C(C1=CC=CC=C1)OCC1=NN(C(N1CC)=O)C1=NC=2C(=CN(C(C2C=C1F)=O)C1=C(C=CC=C1)C(F)(F)F)Br